cobalt(II) octenoate C(C=CCCCCC)(=O)[O-].[Co+2].C(C=CCCCCC)(=O)[O-]